(3-((3-((4-amino-6-chloro-pyrazolo[3,4-d]pyrimidin-2-yl)methyl)-5-methoxy-phenyl)methoxy)phenyl)methanol NC=1C=2C(N=C(N1)Cl)=NN(C2)CC=2C=C(C=C(C2)OC)COC=2C=C(C=CC2)CO